C(C)(=O)OC[C@@H]1O[C@@H]([C@@H]([C@H]([C@H]1CC(=O)[O-])CC(=O)[O-])CC(=O)[O-])Br (2R,3R,4S,5R,6R)-2-(acetoxymethyl)-6-bromotetrahydro-2H-pyran-3,4,5-triyltriacetate